rac-(2s,4r)-2-methyl-2-phenyl-4-(trifluoromethyl)piperidine-1-carboxylic acid tert-butyl ester C(C)(C)(C)OC(=O)N1[C@@](C[C@@H](CC1)C(F)(F)F)(C1=CC=CC=C1)C |r|